2-[1-[8-[(2S)-2-methylazetidin-1-yl]-3-(trifluoromethyl)imidazo[1,2-a]pyrazin-6-yl]pyrazol-3-yl]-1-piperazin-1-yl-ethanone C[C@@H]1N(CC1)C=1C=2N(C=C(N1)N1N=C(C=C1)CC(=O)N1CCNCC1)C(=CN2)C(F)(F)F